NC1=CC(=C2N3CCCC3CCCCC(C3=NN=C(C1=N2)O3)(O)C(F)(F)F)C(F)(F)F 19-amino-6,17-bis(trifluoromethyl)-21-oxa-3,4,15,20-tetraazatetracyclo[14.3.1.12,5.011,15]henicosa-1(20),2,4,16,18-pentaen-6-ol